IC=1C(=CC(=NC1)C)NS(=O)(=O)C1=CC=C(C=C1)C N-(5-iodo-2-methylpyridin-4-yl)-4-methylbenzenesulfonamide